butenyl cyanoacetate C(#N)CC(=O)OC=CCC